palladium(2+) dichloride [Pd](Cl)Cl